BrC1=CC2=C(N=C(N=C2)NC2=NC=NS2)N2C1=NCC2 N-(6-bromo-8,9-dihydroimidazo[1',2':1,6]pyrido[2,3-d]pyrimidin-2-yl)-1,2,4-thiadiazol-5-amine